4-[4-[(dimethylamino)methyl]-3,5-dimethoxyphenyl]-7-ethyl-2-methyl-1,2,5,6,7,8-hexahydro-2,7-naphthyridin-1-one CN(C)CC1=C(C=C(C=C1OC)C1=CN(C(C=2CN(CCC12)CC)=O)C)OC